(S)-phenyl-(((S)-1,2,3,4-tetrahydronaphthalen-1-yl)amino)methanol C1(=CC=CC=C1)[C@H](O)N[C@H]1CCCC2=CC=CC=C12